C1=C(C(=CC2=CC=CC=C12)C(=O)[O-])C(=O)[O-] 2,3-naphthalenedicarboxylate